phenyl 2-acryloxy-4-methylbenzoate C(C=C)(=O)OC1=C(C(=O)OC2=CC=CC=C2)C=CC(=C1)C